NC1=NNC2=CC=C(C(=C12)C1=C(C=C2C(=NC(=NC2=C1F)OCCN1C[C@@H](CC1)F)N1C[C@H](N(C[C@@H]1C)C(C=C)=O)C)Cl)C 1-((2R,5S)-4-(7-(3-amino-5-methyl-1H-indazol-4-yl)-6-chloro-8-fluoro-2-(2-((R)-3-fluoropyrrolidin-1-yl)ethoxy)quinazolin-4-yl)-2,5-dimethylpiperazin-1-yl)prop-2-en-1-one